C(C)(C)(C)OC(=O)N(CCOC1=C(C=CC=C1)C1=CC(=CC=C1)CC1N(CCCC1NS(=O)(=O)C)C(=O)OC(C)(C)C)C tert-butyl 2-((2'-(2-((tert-butoxycarbonyl)(methyl)amino)ethoxy)-[1,1'-biphenyl]-3-yl)methyl)-3-(methylsulfonamido)piperidine-1-carboxylate